3-cyano-2,5-dimethoxybenzoic acid methyl ester COC(C1=C(C(=CC(=C1)OC)C#N)OC)=O